C(C)(C)(C)OC(=O)N1CCN(C2(CC2)C1)C1=NC(=NC2=CC(=C(C=C12)F)Br)Cl.COC1=C(OCCNC(C2=C(C=CC=C2)NC2=CC=NC3=CC(=CC=C23)C(F)(F)F)=O)C=CC=C1 N-[2-(2-methoxyphenoxy)ethyl]-2-[(7-trifluoromethylquinolin-4-yl)amino]benzamide tert-butyl-4-(7-bromo-2-chloro-6-fluoroquinazolin-4-yl)-4,7-diazaspiro[2.5]octane-7-carboxylate